N1CC(C2=CC=CC=C12)C(=O)OC methyl 2,3-dihydro-1H-indole-3-carboxylate